COC1=NC=C(C=C1C=1N=NN(N1)C(CC)C1=CC=CC=C1)B1OC(C(O1)(C)C)(C)C 2-methoxy-3-(2-(1-phenylpropyl)-2H-tetrazol-5-yl)-5-(4,4,5,5-tetramethyl-1,3,2-dioxaborolan-2-yl)pyridine